(S)-(5-(1-(difluoromethyl)-1H-pyrazol-3-yl)-1,3,4-oxadiazol-2-yl)(4-(6-methylbenzo[d]oxazol-2-yl)-6,7-dihydro-1H-imidazo[4,5-c]pyridin-5(4H)-yl)methanone FC(N1N=C(C=C1)C1=NN=C(O1)C(=O)N1[C@@H](C2=C(CC1)NC=N2)C=2OC1=C(N2)C=CC(=C1)C)F